tetrahydronaphthyl-aniline C1(CCCC2=CC=CC=C12)NC1=CC=CC=C1